1-(4-fluoro-2-methylphenyl)-3-(6-methoxypyridin-3-yl)-8-methyl-7-(trifluoromethyl)-2,3-dihydroquinazolin-4(1H)-one FC1=CC(=C(C=C1)N1CN(C(C2=CC=C(C(=C12)C)C(F)(F)F)=O)C=1C=NC(=CC1)OC)C